5-(10,12-tetradecadienyl)-2-hydroxybenzoic acid C(CCCCCCCCC=CC=CC)C=1C=CC(=C(C(=O)O)C1)O